Cl.CN1N=C(C2=CC=C(C=C12)CN1C[C@@H](NCC1)C)N1C(NC(CC1)=O)=O 1-(1-methyl-6-{[(3S)-3-methylpiperazin-1-yl]methyl}-1H-indazol-3-yl)-1,3-diazinan-2,4-dione hydrochloride